C(C)(C)(C)C=1C(=C(C=C(C1)CCC(=O)OC)N1N=C2C(=N1)C=CC(=C2)Cl)O 2-(3'-tert-butyl-2'-hydroxy-5'-(2-methoxycarbonylethyl)phenyl)-5-chloro-benzotri-azole